ClC1=C(C(=CC=C1)N1CCN(CC1)C(C)C)NC(=O)N1CCC(CC1)(C)C1=NOC(=N1)C1(CC1)F N-{2-chloro-6-[4-(propan-2-yl)piperazin-1-yl]phenyl}-4-[5-(1-fluorocyclopropyl)-1,2,4-oxadiazole-3-yl]-4-methylpiperidine-1-carboxamide